5-((1S,2R)-2-fluorocyclopropyl)isoxazole-3-carboxamide F[C@H]1[C@@H](C1)C1=CC(=NO1)C(=O)N